5-[4-(6-cyclopentyloxy-2-pyridinyl)-2,6-difluoro-phenyl]hexanoic acid C1(CCCC1)OC1=CC=CC(=N1)C1=CC(=C(C(=C1)F)C(CCCC(=O)O)C)F